FC(C1=CC=C(C=C1)/C=C/C(=O)OCCCNC(=O)OC(C)(C)C)(F)F 3-((tert-butoxycarbonyl)amino)propyl (E)-3-(4-(trifluoromethyl)phenyl)acrylate